4-(5-chloro-2-(4-methyl-1H-1,2,3-triazol-1-yl)phenyl)-6-methoxypyrimidine ClC=1C=CC(=C(C1)C1=NC=NC(=C1)OC)N1N=NC(=C1)C